cadmium(II) sulfate S(=O)(=O)([O-])[O-].[Cd+2]